O1COC2=C1C=CC(=C2)C(=O)Cl benzo[d][1,3]dioxolane-5-carbonyl chloride